FC=1C=C2C(=NC1)[C@@H]([C@H](O2)C)CNC([2H])([2H])[2H] 1-[(2R,3S)-6-fluoro-2-methyl-2,3-dihydrofuro[3,2-b]pyridin-3-yl]-N-(2H3)methylmethanamine